2-[[6-[(2,5-dichloropyrimidin-4-yl)amino]-8-[3-[(3R,5S)-4,4-difluoro-5-methyl-3-piperidyl]propoxy]-1-methyl-2-oxo-3-quinolyl]oxy]-N-methyl-acetamide ClC1=NC=C(C(=N1)NC=1C=C2C=C(C(N(C2=C(C1)OCCC[C@@H]1CNC[C@@H](C1(F)F)C)C)=O)OCC(=O)NC)Cl